COC1=CC=C(C=C1)C=1N=C2N(C=CC(=C2)N2CCCC2)C1 2-(4-Methoxy-phenyl)-7-pyrrolidin-1-yl-imidazo[1,2-a]pyridine